N-[4-(4-bromo-1H-imidazol-1-yl)-3-sulfamoylphenyl]-2-(2-chlorophenyl)acetamide BrC=1N=CN(C1)C1=C(C=C(C=C1)NC(CC1=C(C=CC=C1)Cl)=O)S(N)(=O)=O